methyl-alpha-D-glucopyranoseuronic acid C[C@@]1(O)[C@H](O)[C@@H](O)[C@H](O)[C@H](O1)C(=O)O